COC(C1=C(C(=CC=C1C)Br)OC)=O.FC(C1=NN(C(=C1)NC(C1=C(C=CC=C1)NC1=C(C=CC=C1)C)=O)C)F N-(3-(difluoromethyl)-1-methyl-1H-pyrazol-5-yl)-2-(o-tolylamino)benzamide methyl-3-bromo-2-methoxy-6-methylbenzoate